The molecule is a cholanic acid anion that is the conjugate base of 3,7,12-trioxo-5beta-cholanic acid, obtained by deprotonation of the carboxy group; major species at pH 7.3. It is a conjugate base of a 3,7,12-trioxo-5beta-cholanic acid. C[C@H](CCC(=O)[O-])[C@H]1CC[C@@H]2[C@@]1(C(=O)C[C@H]3[C@H]2C(=O)C[C@H]4[C@@]3(CCC(=O)C4)C)C